ClCC1=CC=C2C=C(N(C2=C1)C(=O)OC(C)(C)C)CCOC1OCCCC1 tert-Butyl 6-(chloromethyl)-2-(2-tetrahydropyran-2-yloxyethyl)indole-1-carboxylate